carbondithioate C([O-])(=S)[S-]